1-(N-(3-chloro-4-(cyclopropylamino)phenyl)propiolamido)-N-(2,4-dimethoxybenzyl)cyclohexane-1-carboxamide ClC=1C=C(C=CC1NC1CC1)N(C(C#C)=O)C1(CCCCC1)C(=O)NCC1=C(C=C(C=C1)OC)OC